Br.CC1=CC=C(CN)C=C1 4-methylbenzylamine hydrobromide